N-methyl-di-n-octylamine CN(CCCCCCCC)CCCCCCCC